ClC1=NC(=CC(=N1)Cl)CS(=O)C 2,4-dichloro-6-(methylsulfinylmethyl)pyrimidine